C[C@@H]1N(C2=CC=CC=C2[C@@H](C1)NC1=CC=C(C=C1)NC(NCC(=O)N)=O)C(CC)=O 2-(3-(4-(((2S,4R)-2-methyl-1-propionyl-1,2,3,4-tetrahydroquinolin-4-yl)amino)phenyl)ureido)acetamide